FC(SOCC1=CC=C(C=C1)[N+](=O)[O-])(F)F 4-nitrobenzyl trifluoromethyl-thio ether